trans-1-(4-(3-(3,5-difluorophenyl)isoxazolidine-2-carbonyl)-3-fluoropiperidin-1-yl)ethan-1-one FC=1C=C(C=C(C1)F)C1N(OCC1)C(=O)[C@H]1[C@@H](CN(CC1)C(C)=O)F